NC[C@@]1(OC2=C(C1)C(=C(C=C2)Cl)C2=C(C(=O)N)C=CC(=C2F)NC)C2=CC=CC=C2 2-((2S,4S)-2-(aminomethyl)-5-chloro-2-phenyl-2,3-dihydrobenzofuran-4-yl)-3-fluoro-4-(methylamino)benzamide